[Cu].[Mg].[Zn] Zinc-magnesium-copper